1-tert-butyl 2-ethyl pyrrolidine-1,2-dicarboxylate N1(C(CCC1)C(=O)OCC)C(=O)OC(C)(C)C